Cl.C(#N)C=1C=C(C=CC1)C1=NN2C(N=C(C=C2)C(=O)O)=C1C1=CC(=NC(=C1)C)C 2-(3-Cyanophenyl)-3-(2,6-dimethyl-4-pyridyl)pyrazolo[1,5-a]pyrimidine-5-carboxylic acid hydrochloride